(5S,10aR)-9-hydroxy-5-methyl-1,5,10,10a-tetrahydrooxazolo[3,4-b]isoquinolin-3-one OC=1C=2C[C@H]3N([C@H](C2C=CC1)C)C(OC3)=O